1-[[[2-[[4-(1H-indazol-4-yl)triazol-1-yl]methyl]imidazo[1,2-a]pyridin-6-yl]methylamino]methyl]cyclohexanol N1N=CC2=C(C=CC=C12)C=1N=NN(C1)CC=1N=C2N(C=C(C=C2)CNCC2(CCCCC2)O)C1